rac-(1S*,2S*)-N-(5-aminopyridin-3-yl)-2-(4-methylpyrimidin-2-yl)cyclopropane-1-carboxamide NC=1C=C(C=NC1)NC(=O)[C@@H]1[C@H](C1)C1=NC=CC(=N1)C |r|